2,6-Dichloro-3-nitropyridin-4-amine ClC1=NC(=CC(=C1[N+](=O)[O-])N)Cl